OC(C)(C)C=1SC(=CN1)C1=CC=C(C=N1)S(=O)(=O)NC=1C=CC=C2C=NN(C12)C 6-(2-(2-HYDROXYPROPAN-2-YL)THIAZOL-5-YL)-N-(1-METHYL-1H-INDAZOL-7-YL)PYRIDINE-3-SULFONAMIDE